7-[4-[4-(4-Aminophenyl)sulfonyl-6-chloro-2-pyridyl]piperazin-1-yl]sulfonyl-2,3,3a,4-tetrahydropyrrolo[2,1-c][1,4]benzoxazin-1-one NC1=CC=C(C=C1)S(=O)(=O)C1=CC(=NC(=C1)Cl)N1CCN(CC1)S(=O)(=O)C1=CC2=C(N3C(CO2)CCC3=O)C=C1